N-(3-(N-(tert-butyl)sulfamoyl)phenyl)-4-(methylsulfonamido)-2-(6-azaspiro[2.5]octan-6-yl)benzamide C(C)(C)(C)NS(=O)(=O)C=1C=C(C=CC1)NC(C1=C(C=C(C=C1)NS(=O)(=O)C)N1CCC2(CC2)CC1)=O